3-(5-(3,6-diazabicyclo[3.1.1]heptan-6-yl)-4,6,7-trifluoro-1-oxoisoindolin-2-yl)piperidine-2,6-dione C12CNCC(N1C=1C(=C3CN(C(C3=C(C1F)F)=O)C1C(NC(CC1)=O)=O)F)C2